ClC=1C(=CC2=C(C1)OCC1NCCC12)Cl 7,8-dichloro-2,3,3a,9b-tetrahydrochromeno[3,4-b]Pyrrole